C(C)[C@@H]1CN(CC[C@@H]1O)C1=CC(N(C=2C=CC(=NC12)C#N)C)=O |r| (+/-)-8-(Cis-3-ethyl-4-hydroxypiperidin-1-yl)-5-methyl-6-oxo-5,6-dihydro-1,5-naphthyridine-2-carbonitrile